5-(4-bromo-2,6-dichlorophenoxy)-N-((1r,3r)-3-cyanocyclobutyl)-2-hydroxybenzenesulfonamide BrC1=CC(=C(OC=2C=CC(=C(C2)S(=O)(=O)NC2CC(C2)C#N)O)C(=C1)Cl)Cl